(R)-2-((5-(2-(6-((2-(dimethylamino)-2-oxoethyl)(methyl)amino)-2-methylhexan-3-yl)-2,6-diazaspiro[3.4]oct-6-yl)-1,2,4-triazin-6-yl)oxy)-N-ethyl-5-fluoro-N-isopropylbenzamide CN(C(CN(CCC[C@H](C(C)C)N1CC2(C1)CN(CC2)C=2N=CN=NC2OC2=C(C(=O)N(C(C)C)CC)C=C(C=C2)F)C)=O)C